4-hydroxy-2-(1-methyl-2,6-dioxopiperidin-3-yl)-2,3-dihydro-1H-isoindole-1,3-dione OC1=C2C(N(C(C2=CC=C1)=O)C1C(N(C(CC1)=O)C)=O)=O